C(C1=CC=CC=C1)OC(=O)NC(C(=O)[O-])C=C 2-(((benzyloxy)carbonyl)amino)but-3-enoate